1-[3-(triisopropylsilyl)phenyl]-1-(4'-dimethylsilylphenyl)ethylene C(C)(C)[Si](C=1C=C(C=CC1)C(=C)C1=CC=C(C=C1)[SiH](C)C)(C(C)C)C(C)C